(R,E)-3-((1-methylpyrrolidin-2-yl)methylene)pyrrolidin-2-one CN1[C@H](CCC1)\C=C/1\C(NCC1)=O